2-(diphenylphosphanyl)benzoic acid C1(=CC=CC=C1)P(C1=C(C(=O)O)C=CC=C1)C1=CC=CC=C1